C1(CC1)CCOC=1C(=CC(=NC1)C(=O)O)OC 5-(2-cyclopropyl-ethoxy)-4-methoxy-pyridine-2-carboxylic acid